din-butyl ketone C(CCC)C(=O)CCCC